5-chloro-N-(2,4-dimethoxybenzyl)-2,4-difluoro-N-(6-methylpyrimidin-4-yl)benzenesulfonamide ClC=1C(=CC(=C(C1)S(=O)(=O)N(C1=NC=NC(=C1)C)CC1=C(C=C(C=C1)OC)OC)F)F